C(C)(C)(C)OC(=O)NC(C(=O)[O-])CCCC1CCCC1 2-(tert-butoxycarbonylamino)-5-cyclopentylpentanoate